4-chloro-6-methoxy-7-[3-(morpholin-4-yl)propoxy]quinoline ClC1=CC=NC2=CC(=C(C=C12)OC)OCCCN1CCOCC1